P(=O)(OC[N+]1=C(C(=CC=C1)C1=CC(=NO1)CC1=CC=C(C=C1)CC=1OC(=CC1)F)N)(O)[O-] (2-amino-3-(3-(4-((5-fluorofuran-2-yl)methyl)benzyl)isoxazol-5-yl)pyridin-1-ium-1-yl)methyl hydrogen phosphate